C(#N)C=1C(=NC(=CC1C(F)(F)F)C(F)(F)F)N1N=C(C=C1C)C(=O)O 1-(3-cyano-4,6-bis(trifluoromethyl)pyridin-2-yl)-5-methyl-1H-pyrazole-3-carboxylic acid